N[C@@H]1C[C@@H](CCC1)OC=1C=NC2=CC=CN=C2C1C1=CC(=NN1)NC=1N=CC(=NC1)C#N 5-{[5-(3-{[(1R,3S)-3-aminocyclohexyl]oxy}-1,5-naphthyridin-4-yl)-1H-pyrazol-3-yl]amino}pyrazine-2-carbonitrile